BrC1=CC(=C(C=C1)[N+](=O)[O-])OC(C)C 4-bromo-2-(isopropoxy)-1-nitrobenzene